N-(4-bromopyridin-2-yl)-3-[4-(2-hydroxyethyl)piperazin-1-yl]propanamide BrC1=CC(=NC=C1)NC(CCN1CCN(CC1)CCO)=O